5-iodo-5'-(9-phenylcarbazol-2-yl)-2,2'-bithiophene IC1=CC=C(S1)C=1SC(=CC1)C1=CC=2N(C3=CC=CC=C3C2C=C1)C1=CC=CC=C1